(1R,2S,3R,4S)-3-[(6-phenoxy-1,3-benzothiazol-2-yl)carbamoyl]bicyclo[2.2.1]hept-5-ene-2-carboxylic acid O(C1=CC=CC=C1)C1=CC2=C(N=C(S2)NC(=O)[C@H]2[C@H]([C@H]3C=C[C@@H]2C3)C(=O)O)C=C1